O=C1NC(CCC1N1C(C2=CC=C(C=C2C1=O)OCCN1CCC(CC1)CN1CCC(CC1)N1N=C2C=C(C(=CC2=C1)NC(C1=NC(=CC=C1)C(F)(F)F)=O)OC)=O)=O N-(2-(1-((1-(2-((2-(2,6-dioxopiperidin-3-yl)-1,3-dioxoisoindolin-5-yl)oxy)ethyl)piperidin-4-yl)methyl)piperidin-4-yl)-6-methoxy-2H-indazol-5-yl)-6-(trifluoro-methyl)picolinamide